N-(5-fluoropyrimidin-2-yl)-2-[(1r,2s)-6'-bromo-2-methyl-1',3'-dioxospiro[cyclopropan-1,4'-isoquinoline]-2'-yl]acetamide FC=1C=NC(=NC1)NC(CN1C(C2=CC=C(C=C2[C@]2(C1=O)[C@H](C2)C)Br)=O)=O